FC(OC1=NC(=CC=C1NC(=O)C1(CN(C1)S(NCCF)(=O)=O)C1=C(C=CC=C1)C(C)C)C)F N-(2-(difluoromethoxy)-6-methylpyridin-3-yl)-1-(N-(2-fluoroethyl)sulfamoyl)-3-(2-isopropyl-phenyl)azetidine-3-carboxamide